(1R,2S)-5'-methoxy-2-{3-[2-methoxy-5-(1,3-oxazol-4-yl)anilino]-1H-indazol-6-yl}spiro[cyclopropane-1,3'-indol]-2'(1'H)-one COC=1C=C2[C@]3(C(NC2=CC1)=O)[C@@H](C3)C3=CC=C1C(=NNC1=C3)NC3=C(C=CC(=C3)C=3N=COC3)OC